(4-((8-methoxy-5H-pyrimido[5,4-b]indol-5-yl)methyl)benzyl)phosphonic acid COC1=CC=2C3=C(N(C2C=C1)CC1=CC=C(CP(O)(O)=O)C=C1)C=NC=N3